N2-(2-aminophenyl)-6-methyl-N8-neopentylpyrido[3,4-d]pyrimidine-2,8-diamine NC1=C(C=CC=C1)NC=1N=CC2=C(N1)C(=NC(=C2)C)NCC(C)(C)C